rac-(2R,4S)-4-methyl-2-(4-(trifluoromethyl)phenyl)piperidine hydrochloride Cl.C[C@@H]1C[C@@H](NCC1)C1=CC=C(C=C1)C(F)(F)F |r|